4-[4-(1,3-Benzooxazol-2-yl)-4-ethylpiperidin-1-yl]-7-bromo-1-methyl-2-oxo-1,2-dihydroquinoline-3-carbonitrile O1C(=NC2=C1C=CC=C2)C2(CCN(CC2)C2=C(C(N(C1=CC(=CC=C21)Br)C)=O)C#N)CC